CN(C(=O)C1=NOC(=C1)C=1C=C2CN(C(C2=C(C1)Cl)=O)[C@@H](C)C1CC1)C 5-[7-chloro-2-((S)-1-cyclopropyl-ethyl)-1-oxo-2,3-dihydro-1H-isoindol-5-yl]-isoxazole-3-carboxylic acid dimethylamide